OC1=C(C=CC=C1)C1=CC(=CN=N1)C1=CC=C(C=C1)N1CCN(CC1)CO (4-(4-(6-(2-hydroxyphenyl)pyridazin-4-yl)phenyl)piperazin-1-yl)methanol